NC1=C(C(N(C(N1CCCCP(OCC)(OCC)=O)=O)CC#C)=O)NC(CCC1=CC=C(C=C1)C(F)(F)F)=O Diethyl (4-(6-amino-2,4-dioxo-3-(prop-2-yn-1-yl)-5-(3-(4-(trifluoromethyl) phenyl)propanamido)-3,4-dihydropyrimidin-1-yl)butyl)phosphonate